3-Amino-4-(7-fluoro-1H-indazol-4-yl)-8-methyl-7-methylsulfinyl-1H-1,5-naphthyridin-2-one NC=1C(NC2=C(C(=CN=C2C1C1=C2C=NNC2=C(C=C1)F)S(=O)C)C)=O